CC(=O)N[C@@H]1[C@H]([C@@H]([C@H](O[C@H]1O)CO)O[C@H]2[C@@H]([C@H]([C@H]([C@H](O2)COP(=O)(O)O)O)O)O)O The molecule is a disaccharide phosphate that is N-acetylbeta-D-glucosamine having a 6-O-phospho-beta-D-galactosyl residue attached at O-4. It is an amino disaccharide, a disaccharide phosphate and a glucosamine oligosaccharide.